4-[2-(azepan-1-yl)-4-(cyclopropanecarbonylamino)benzoyl]-3-propan-2-ylpiperazine-1-carboxylic acid tert-butyl ester C(C)(C)(C)OC(=O)N1CC(N(CC1)C(C1=C(C=C(C=C1)NC(=O)C1CC1)N1CCCCCC1)=O)C(C)C